t-butyldimethyl-(3-phenylpropoxy)silane C(C)(C)(C)[Si](OCCCC1=CC=CC=C1)(C)C